zinc-indium-sulfide [In]=S.[Zn]